2-hydroxyethyl geranate C(\C=C(/C)\CCC=C(C)C)(=O)OCCO